2-hexyl-5-methoxy-1,3-dioxane C(CCCCC)C1OCC(CO1)OC